(2R,4S,5R,6R)-6-((1R,2R)-1,2-dihydroxy-3-(2-(3-hydroxyphenyl)acetamido)propyl)-2-((4-ethynylbenzyl)oxy)-4-hydroxy-5-(2-hydroxyacetamido)tetrahydro-2H-pyran-2-carboxylic acid O[C@H]([C@@H](CNC(CC1=CC(=CC=C1)O)=O)O)[C@H]1[C@@H]([C@H](C[C@@](O1)(C(=O)O)OCC1=CC=C(C=C1)C#C)O)NC(CO)=O